Cl.OCCOCCNC(=O)C1=CC2=C(N(C(=N2)NC=2SC3=C(N2)C=CC(=C3)Cl)CCNC)C=C1 2-(6-Chloro-benzothiazol-2-ylamino)-1-(2-methylamino-ethyl)-1H-benzoimidazole-5-carboxylic acid [2-(2-hydroxy-ethoxy)-ethyl]-amide hydrochloride